2-morpholin-4-ylbenzoic acid methyl ester COC(C1=C(C=CC=C1)N1CCOCC1)=O